C(\C=C\C(=O)O)(=O)O.C(C1=CC=CC=C1)N(C[C@H](O)C=1C=C(C=C(C1)O)O)C(C)(C)C1=CC=C(C=C1)O.C(C1=CC=CC=C1)N(C(C)(C1=CC=C(C=C1)O)C)C[C@H](O)C=1C=C(C=C(C1)O)O |r| 5-{(1RS)-2-[benzyl-((1RS)-(4-hydroxyphenyl)-1-methylethyl)amino]-1-hydroxyethyl}benzene-1,3-diol hemifumarate